1,2-ditolyl-sn-glycero-3-phosphoethanolamine C1(=C(C=CC=C1)OC[C@@H](OC1=C(C=CC=C1)C)COP(=O)(O)OCCN)C